4-{[3-(4-{[(3S,4R)-3-fluoro-1-(propan-2-yl)piperidin-4-yl]amino}-1-(2,2,2-trifluoroethyl)-1H-indol-2-yl)prop-2-yn-1-yl]amino}-3-methoxybenzoic acid F[C@H]1CN(CC[C@H]1NC1=C2C=C(N(C2=CC=C1)CC(F)(F)F)C#CCNC1=C(C=C(C(=O)O)C=C1)OC)C(C)C